5-((1-acetylazetidin-3-yl)amino)thiazole-4-carboxamide C(C)(=O)N1CC(C1)NC1=C(N=CS1)C(=O)N